tert-Butyl N-(2-azaspiro[3.3]heptan-7-yl)carbamate C1NCC12CCC2NC(OC(C)(C)C)=O